2-(11-bromoundecyl)isoindoline-1,3-dione BrCCCCCCCCCCCN1C(C2=CC=CC=C2C1=O)=O